C(C1=CC=CC=C1)OC1=C(C(=C(C=C1)Br)[N+](=O)[O-])F 1-(benzyloxy)-4-bromo-2-fluoro-3-nitrobenzene